N-(3-(hydroxymethyl)-2-oxopyrrolidin-3-yl)-2-methyl-5-phenoxybenzofuran-3-carboxamide OCC1(C(NCC1)=O)NC(=O)C1=C(OC2=C1C=C(C=C2)OC2=CC=CC=C2)C